(2S)-3-(4-(2-(1,2,3,4-tetrahydro-1,8-naphthyridin-2-yl)ethyl)-1H-pyrrole-2-carboxamido)-2-((2,4,6-trimethylphenyl)sulphonamido)propanoic acid N1C(CCC2=CC=CN=C12)CCC=1C=C(NC1)C(=O)NC[C@@H](C(=O)O)NS(=O)(=O)C1=C(C=C(C=C1C)C)C